(2S,3R,5R)-3-((E)-(2-(3',4'-dihydroxy-[1,1'-biphenyl]-4-carbonyl)hydrazono)methyl)-3-methyl-7-oxo-4-thia-1-azabicyclo[3.2.0]heptane-2-carboxylic acid 4,4-dioxide OC=1C=C(C=CC1O)C1=CC=C(C=C1)C(=O)N\N=C\[C@]1([C@@H](N2C(C[C@H]2S1(=O)=O)=O)C(=O)O)C